OC[C@@H]1CC[C@H](CO1)NC1=C2C(=NC=C1)NC=C2C(=O)C2=C(C#N)C=C(C=C2)OC2=CC=CC=C2 2-(4-(((3R,6S)-6-(hydroxymethyl)tetrahydro-2H-pyran-3-yl)amino)-1H-pyrrolo[2,3-b]pyridine-3-carbonyl)-5-phenoxybenzonitrile